NC1=CC=C(C=C1)C1=CC(=C(C=C1C(C)C)C(C)C)C1=CC=C(C=C1)N bis(4-aminophenyl)-1,3-diisopropylbenzene